C(CCCCCCCCCCCCCC)OC=1C(=C(C=CC1)N)N pentadecoxydiaminobenzene